C(C)(C)(C)OC(=O)N1CC(C1)N1CCC(CC1)N1C[C@@H]([C@H](CC1)N1N=C(C=2C1=NC=NC2N)C2=CC=C(C=C2)OC2=CC=CC=C2)F 3-((3S,4S)-4-(4-amino-3-(4-phenoxyphenyl)-1H-pyrazolo[3,4-d]pyrimidin-1-yl)-3-fluoro-[1,4'-bipiperidine]-1'-yl)azetidine-1-carboxylic acid tert-butyl ester